C1(=CC(=CC=C1)NC=1C=CC2=C(OC3=C2C=CC=C3)C1)C1=CC=CC=C1 N-([1,1'-biphenyl]-3-yl)dibenzo[B,D]furan-3-amine